(2S)-10-((2-(6-Oxa-3-azabicyclo[3.1.1]heptan-3-yl)-5-chloropyridin-4-yl)amino)-2-cyclopropyl-3,3-difluoro-7-methyl-1,2,3,4-tetrahydro-[1,4]oxazepino[2,3-c]chinolin-6(7H)-on C12CN(CC(O1)C2)C2=NC=C(C(=C2)NC2=CC=1C3=C(C(N(C1C=C2)C)=O)OCC([C@@H](N3)C3CC3)(F)F)Cl